ClC1=CC=C(C=N1)CN1C=CC=C2C1=NC(N(C2=O)C2=C(C=C(C=C2)Cl)Cl)=O 8-((6-chloropyridin-3-yl)methyl)-3-(2,4-dichlorophenyl)pyrido[2,3-d]pyrimidine-2,4(3H,8H)-dione